C(C)(C)C1=NC2=CC(=CC=C2C(N1NC(C(C)C1=CC=C(C=C1)OC)=O)=O)C(F)(F)F N-(2-Isopropyl-4-oxo-7-trifluoromethyl-4H-quinazolin-3-yl)-2-(4-methoxy-phenyl)-propionamide